pentenyl oxide C(=CCCC)OC=CCCC